triacontyl-phenol C(CCCCCCCCCCCCCCCCCCCCCCCCCCCCC)C1=C(C=CC=C1)O